C1=CC=C(C(=C1)CCC(=O)O)O 3-(2-hydroxyphenyl) propionate